3,5-bis[(4-methylphenyl)methylene]-4-piperidone CC1=CC=C(C=C1)C=C1CNCC(C1=O)=CC1=CC=C(C=C1)C